C(C)(C)C1=C(NC2=CC=C(C=C12)C1CCN(CC1)CC#N)C1=CC=2N(C(=C1)C)N=NC2 2-(4-(3-isopropyl-2-(7-methyl-[1,2,3]triazolo[1,5-a]pyridin-5-yl)-1H-indol-5-yl)piperidin-1-yl)acetonitrile